NC1=C(C(N(C2=CC(=CC=C12)C(F)(F)F)C1=CC=C(C=C1)N(C)C(=O)OC(C)(C)C)=O)C(=O)OC methyl 4-amino-1-(4-((tert-butoxycarbonyl)(methyl)amino)phenyl)-2-oxo-7-(trifluoromethyl)-1,2-dihydroquinoline-3-carboxylate